C1(=CC=C2C=CC3=CC=CC4=CC=C1C2=C34)B(O)O 1-PYRENEBORONIC ACID